The molecule is a sphingomyelin obtained by formal condensation of the carboxy group of tetracosanoic acid with the amino group of 14-methylhexadecasphinganine-1-phosphocholine. It is a metabolite of the nematode Caenorhabditis elegans. It has a role as a Caenorhabditis elegans metabolite. It derives from a tetracosanoic acid. CCCCCCCCCCCCCCCCCCCCCCCC(=O)N[C@@H](COP(=O)([O-])OCC[N+](C)(C)C)[C@@H](CCCCCCCCCCC(C)CC)O